FC=1C=C2N(CCN(C2=CC1)C=O)C (6-fluoro-4-methyl-2,3-dihydroquinoxalin-1-yl)methanone